5-chloro-2-(((2-toluenesulfonylhydrazino)methyl)phenyl)piperazine-1-carboxylic acid tert-butyl ester C(C)(C)(C)OC(=O)N1C(CNC(C1)Cl)C1=C(C=CC=C1)CNNS(=O)(=O)CC1=CC=CC=C1